6-(4-Ethyl-3-(hydroxymethyl)-5-oxo-4,5-dihydro-1H-1,2,4-triazol-1-yl)-7-fluoro-4-isopropyl-2-(2-methylpyridin-3-yl)isoquinolin C(C)N1C(=NN(C1=O)C=1C=C2C(=CN(CC2=CC1F)C=1C(=NC=CC1)C)C(C)C)CO